4-(4-amino-7-bromo-5-(3-fluoro-4-((4-methylpyrimidin-2-yl)oxy)phenyl)-5H-pyrrolo[3,2-d]pyrimidin-6-yl)-3,6-dihydropyridine-1(2H)-carboxylic acid tert-butyl ester C(C)(C)(C)OC(=O)N1CCC(=CC1)C1=C(C=2N=CN=C(C2N1C1=CC(=C(C=C1)OC1=NC=CC(=N1)C)F)N)Br